FC1=NNC=C1[C@@H]1CN(C[C@H](C1)C)C1=NC=CC(=N1)C1=CN=C2N1C=C(N=C2)C(F)(F)F 3-(2-((3r,5s)-3-(3-fluoro-1H-pyrazol-4-yl)-5-methylpiperidin-1-yl)pyrimidin-4-yl)-6-(trifluoromethyl)imidazo[1,2-a]pyrazine